4-(2-nitrobenzenesulfonyl)morpholine-2,6-dione [N+](=O)([O-])C1=C(C=CC=C1)S(=O)(=O)N1CC(OC(C1)=O)=O